CC(C)(C)OC(=O)N1CC2=C(CC1)NC(=N2)I 2-iodo-4,5,6,7-tetrahydro-1H-imidazo[5,4-c]pyridine-5-carboxylic acid-2-methylpropan-2-yl ester